C(C)(C)(C)OC(=O)N1C[C@@H]([C@@H](CC1)OCC1CC(C1)C1=CC=CC=2NC(N(C21)C)=O)F (3S,4R)-3-fluoro-4-[[3-(3-methyl-2-oxo-1H-benzimidazol-4-yl)cyclobutyl]methoxy]piperidine-1-carboxylic acid tert-butyl ester